NC1=C(C=CC=C1OC)C=1OC2=CC=CC=C2C(C1)=O 2-(2-amino-3-methoxyphenyl)chromen-4-one